(1s,4s)-N-(4-Chloro-3-methoxyphenyl)-4-(4-methyl-1-oxoisoindolin-2-yl)cyclohexanecarboxamide ClC1=C(C=C(C=C1)NC(=O)C1CCC(CC1)N1C(C2=CC=CC(=C2C1)C)=O)OC